ClC1=C(C=CC(=C1)CN1CCC(CC1)CN1N=NC(=C1)C1=C(NC2=CC=C(C=C12)F)C(=O)OCC(C)C)C1=C(C=CC(=C1)C)OC isobutyl 3-(1-((1-((2-chloro-2'-methoxy-5'-methyl-[1,1'-biphenyl]-4-yl)methyl)piperidin-4-yl)methyl)-1H-1,2,3-triazol-4-yl)-5-fluoro-1H-indole-2-carboxylate